FC=1C(=NC=C(C1)F)NC(CN1C=2N(C3=C(C1=O)C=CC(=N3)C(F)(F)F)N=CC2)=O N-(3,5-Difluoropyridin-2-yl)-2-(5-oxo-8-(trifluoromethyl)pyrazolo[1,5-a]pyrido[3,2-e]pyrimidin-4(5H)-yl)acetamide